Cl.FC1=CC=2N(C=C1NC(=O)N1CCC=3C1=NC=CC3N3CCNCC3)C=C(N2)C N-(7-fluoro-2-methylimidazo[1,2-a]pyridin-6-yl)-4-(piperazin-1-yl)-2,3-dihydro-1H-pyrrolo[2,3-b]pyridine-1-carboxamide hydrochloride